2-((3R,5S)-3-amino-4,4-difluoro-5-methylpiperidin-1-yl)-5-fluoro-6-((3-(3-hydroxy-3-methylbutyl)-1-methyl-2-oxo-2,3-dihydro-1H-benzo[d]imidazol-5-yl)amino)nicotinonitrile hydrochloride Cl.N[C@@H]1CN(C[C@@H](C1(F)F)C)C1=C(C#N)C=C(C(=N1)NC1=CC2=C(N(C(N2CCC(C)(C)O)=O)C)C=C1)F